C1(CC1)C1=CC(=NC=C1)N1N=CC(=C1)S(=O)(=O)NC=1C(=CC=C2C=NN(C12)C)CC 1-(4-CYCLOPROPYLPYRIDIN-2-YL)-N-(6-ETHYL-1-METHYL-1H-INDAZOL-7-YL)-1H-PYRAZOLE-4-SULFONAMIDE